O[C@@]1(C(N(CC1)C)=O)C1=NOC(=C1)C1=NC(=CC=C1)C1=NC(=NC=C1)NC=1C(=NC=CC1)C (R)-3-Hydroxy-1-methyl-3-(5-(6-(2-((2-methylpyridin-3-yl)amino)pyrimidin-4-yl)pyridin-2-yl)isoxazol-3-yl)pyrrolidin-2-one